((3aR,7aR)-octahydro-4H-pyrrolo[3,2-b]pyridin-4-yl)methanone hydrochloride Cl.N1CC[C@H]2N(CCC[C@H]21)C=O